6-chloro-7-((2-methoxyethoxy)methoxy)-3-(trimethylstannyl)-4H-chromen-4-one ClC=1C=C2C(C(=COC2=CC1OCOCCOC)[Sn](C)(C)C)=O